ClC=1C=C(OC2C(C(C2(C)C)NC(C2=CN=C(C=C2)N2CCN(CC2)CCCCCOC2=CC=C(C=C2)C(N(CC)[C@H]2C(NC(CC2)=O)=O)=O)=O)(C)C)C=CC1C#N |r| rac-N-((1r,3r)-3-(3-chloro-4-cyanophenoxy)-2,2,4,4-tetramethylcyclobutyl)-6-(4-(5-(4-((2,6-dioxopiperidin-3-yl)(ethyl)carbamoyl)phenoxy)pentyl)piperazin-1-yl)nicotinamide